2-((2-butylhexyl)oxy)ethane-1-ol C(CCC)C(COCCO)CCCC